trans-4-((4-(2-Cyclopropyloxazol-4-yl) pyridine-2-yl)((trans-4-(5-methoxy-6-methylpyridin-2-yl)cyclohexyl)methyl) carbamoyl)cyclohexyl azetidine-1-carboxylate N1(CCC1)C(=O)O[C@@H]1CC[C@H](CC1)C(N(C[C@@H]1CC[C@H](CC1)C1=NC(=C(C=C1)OC)C)C1=NC=CC(=C1)C=1N=C(OC1)C1CC1)=O